COC(C1=CN=C(C=C1)C(NC[C@@H]1CC[C@H](CC1)NC(COC1=CC(=C(C=C1)Cl)F)=O)=O)=O trans-6-(((4-(2-(4-chloro-3-fluorophenoxy)acetamido)cyclohexyl)methyl)carbamoyl)nicotinic acid methyl ester